FC12CC(C1)(C2)N2C(N([C@H](C2)C#N)C2=CN=CC1=CC=CC=C21)=O (R)-1-(3-fluoro-bicyclo[1.1.1]pent-1-yl)-3-(isoquinolin-4-yl)-2-oxoimidazoline-4-carbonitrile